2-(4-fluorophenyl)-6-hydroxy-3,4-dihydro-isoquinolin-1(2H)-one FC1=CC=C(C=C1)N1C(C2=CC=C(C=C2CC1)O)=O